N[C@H]1C[C@H](N(CC1)C(=O)N1CCC(CC1)CN1C(C=C(C=C1)C1=CC=CC=C1)=O)C1=CC=CC=C1 1-((1-((2S,4R)-4-Amino-2-phenylpiperidine-1-carbonyl)piperidin-4-yl)methyl)-4-phenylpyridin-2(1H)-one